2-butyl-6,7-dichloro-6,7-dihydroquinoxaline C(CCC)C1=NC2=CC(C(C=C2N=C1)Cl)Cl